O1C(OCC1)C1=C2C=CN=CC2=C(C=C1F)CC[N+](=O)[O-] 1-(5-(1,3-dioxolan-2-yl)-6-fluoroisoquinolin-8-yl)-2-nitroethan